FC(C=1C=C(C=CC1F)C=1C=C(C=NC1)CN1CC2(CCC2)OC1=O)F 6-[[5-[3-(Difluoromethyl)-4-fluoro-phenyl]-3-pyridyl]methyl]-8-oxa-6-azaspiro[3.4]octan-7-one